(S)-(1-(4-bromophenyl)pyrrolidin-3-yl)methanol BrC1=CC=C(C=C1)N1C[C@H](CC1)CO